2-(3-(7-chloro-4-(dimethylamino)-2-oxoquinazolin-1(2H)-yl)phenoxy)-N-(3-(7-chloro-4-(dimethylamino)-2-oxoquinazolin-1(2H)-yl)phenyl)acetamide ClC1=CC=C2C(=NC(N(C2=C1)C=1C=C(OCC(=O)NC2=CC(=CC=C2)N2C(N=C(C3=CC=C(C=C23)Cl)N(C)C)=O)C=CC1)=O)N(C)C